[1-(4-fluoro-3-methoxy-phenyl)-4-hydroxy-2-(2-hydroxy-1,1-dimethyl-ethyl)indol-3-yl]benzoic acid FC1=C(C=C(C=C1)N1C(=C(C2=C(C=CC=C12)O)C1=C(C(=O)O)C=CC=C1)C(CO)(C)C)OC